(S)-(4-(4-(4-chloro-1-methyl-1H-pyrazol-5-yl)-5-fluoropyrimidin-2-yl)piperazin-1-yl)(5-(3,5-difluorophenyl)-4,5-dihydro-1H-pyrazol-1-yl)methanone ClC=1C=NN(C1C1=NC(=NC=C1F)N1CCN(CC1)C(=O)N1N=CC[C@H]1C1=CC(=CC(=C1)F)F)C